FC=1C=CC=C2C=C(C=NC12)C(=O)N 8-fluoroquinoline-3-carboxamide